C(#N)CC(=O)NC1CC(CCC1)C(=O)NC1=NC=C(C(=C1)C=1C=C(C2=C(N(C=N2)C(C)C)C1)F)C 3-(2-cyanoacetamido)-N-(4-(4-fluoro-1-isopropyl-1H-benzo[d]imidazol-6-yl)-5-methylpyridin-2-yl)cyclohexane-1-carboxamide